C(N1C2=CC=C(C=C2C=2C=C(C=CC12)N1C2=CC=CC=C2C=2C=CC=CC12)[Si](C1=CC=CC=C1)(C1=CC=CC=C1)C1=CC=CC=C1)([2H])([2H])[2H] 9-(Methyl-d3)-6-(triphenylsilyl)-9H-3,9'-bicarbazole